heptadecane-5,7-diol CCCCC(CC(CCCCCCCCCC)O)O